3-(2-fluorophenylethyl)-7-phenyl-2,3-dihydro-4H-benzo[e][1,3]oxazin-4-one FC1=C(C=CC=C1)CCN1COC2=C(C1=O)C=CC(=C2)C2=CC=CC=C2